FC=1C(=NC(=CC1C(=O)O)C)C=1C=NC=CC1OC 3-fluoro-4'-methoxy-6-methyl-[2,3'-bipyridine]-4-carboxylic acid